tetrasodium cyclohexanediamine C1(CCCCC1)(N)N.[Na].[Na].[Na].[Na]